(3-(ethylthio)-1,2,4-thiadiazol-5-yl) phenylcarbamate C1(=CC=CC=C1)NC(OC1=NC(=NS1)SCC)=O